ClC=1C=C(C=CC1)CN1N=C2N=C(N=C(C2=C1)N)C1=NSC=C1 2-[(3-chlorophenyl)methyl]-6-(1,2-thiazol-3-yl)-2H-pyrazolo[3,4-d]pyrimidin-4-amine